ClC(=O)[C@@H]1[C@@H](N(CC1)C(=O)OCCCC)C butyl (2S,3S)-3-(chlorocarbonyl)-2-methylpyrrolidine-1-carboxylate